4-[3-[2,6-Dichloro-4-(5,9-dioxa-2-azaspiro[3.5]nonan-2-yl)benzoyl]-2,4-dihydro-1,3-benzoxazin-8-yl]-5-fluoro-2-(3-oxa-8-azabicyclo[3.2.1]oct-8-yl)benzoic acid hydrate O.ClC1=C(C(=O)N2COC3=C(C2)C=CC=C3C3=CC(=C(C(=O)O)C=C3F)N3C2COCC3CC2)C(=CC(=C1)N1CC2(C1)OCCCO2)Cl